(4-tert-butyl-phenyl)-(1,3-dimethyl-azetidin-3-yl)-methanone C(C)(C)(C)C1=CC=C(C=C1)C(=O)C1(CN(C1)C)C